ClC1=C(C=CC(=C1)C1=NN(C2=C1C=NC=1C=CC=CC21)C2=CC=CC=C2)N2CCNCC2 1-(2-chloro-4-{1-phenyl-1H-pyrazolo[4,3-c]quinolin-3-yl}phenyl)piperazine